17β-hydroxy-androst-4-en-3-one O[C@@H]1[C@]2(C)[C@@H](CC1)[C@@H]1CCC3=CC(CC[C@]3(C)[C@H]1CC2)=O